C(C)OP(OCC)(=O)CC1=CC(=C(C(=C1)C(C)(C)C)O)C(C)(C)C [3,5-bis(1,1-dimethylethyl)-4-hydroxyphenyl]methylphosphonic acid diethyl ester